4-cyanovaleric acid dithiobenzoate sodium salt [Na+].C(C1=CC=CC=C1)(=S)[S-].C(#N)C(CCC(=O)O)C